2-Chloro-6-methoxynicotinic Acid ClC1=C(C(=O)O)C=CC(=N1)OC